O1COC2=C1C=CC(=C2)C2=CC=C(C=C2)COC=2C=C1CCC(CC1=CC2)CCN(C)C 6-[4-(1,3-benzodioxol-5-yl)phenyl]methoxy-2-[2-(N,N-dimethylamino)ethyl]tetraline